C(=C)N1CC=CC=C1 N-vinyl-pyridine